C[S+](=O)(C1=CC=C(C=C1)C1CCCCC1)C Dimethyl-(p-cyclohexylphenyl)sulfoxonium